OC1=C(C=CC(=C1)C#CC)C1=C(C=C(N=N1)C(C(=O)N)NC)C (6-(2-hydroxy-4-(1-propynyl)phenyl)-5-methylpyridazin-3-yl)-2-(methylamino)acetamide